(R)-7-(4-fluorobenzyl)-8-methyl-3-(3-methyl-1,2,4-thiadiazol-5-yl)-7,8-dihydro-[1,2,4]triazolo[4,3-a]pyrazin-6(5H)-one FC1=CC=C(CN2[C@@H](C=3N(CC2=O)C(=NN3)C3=NC(=NS3)C)C)C=C1